N1C=NC(=C1)C=1NC(C2=C(N1)NN=C2)=O 6-(1H-imidazol-4-yl)-1H-pyrazolo[3,4-d]pyrimidin-4(5H)-one